OC=1C(=CC=C2C[C@H](OC(C12)=O)C)C(=O)N[C@H](C(=O)OC)CC1=CC=CC=C1 methyl (2S)-2-[[(3R)-8-hydroxy-3-methyl-1-oxo-3,4-dihydroisochromene-7-carbonyl]amino]-3-phenylpropanoate